FC1(C(C1)C(=O)NC1=NC=C2C=C(C=3N(C2=C1)N=CN3)C=3C=NC(=CC3C)C(CC)=O)F 2,2-difluoro-N-[4-(4-methyl-6-propanoylpyridin-3-yl)-[1,2,4]triazolo[1,5-a]1,6-naphthyridin-8-yl]cyclopropane-1-carboxamide